CC(=CC(CC=C)O)CCC=C(C)C 6,10-dimethylundeca-1,5,9-trien-4-ol